Rac-4-((5R,6S,7S,7aR)-4b,5-dihydroxy-4-methoxy-7-phenyl-6-(((pyridin-3-ylmethyl)amino)methyl)-4b,5,6,7-tetrahydro-7aH-cyclopenta[4,5]furo[2,3-c]pyridin-7a-yl)benzonitrile O[C@]12[C@@](OC=3C=NC=C(C31)OC)([C@@H]([C@H]([C@H]2O)CNCC=2C=NC=CC2)C2=CC=CC=C2)C2=CC=C(C#N)C=C2 |&1:1|